N1N=CN=C1[C@@H]1CN(CC1)C(=O)N1CC2(C1)CC(C2)CC2=CC(=C(C(=O)OC)C=C2)OC(F)(F)F Methyl 4-[[2-[(3S)-3-(1H-1,2,4-triazol-5-yl)pyrrolidine-1-carbonyl]-2-azaspiro[3.3]heptan-6-yl]methyl]-2-(trifluoromethoxy)benzoate